(S)-(3-methylpiperidin-3-yl)methanol hydrochloride Cl.C[C@]1(CNCCC1)CO